pentanediyl-di(heptyl carbamate) C(CCCCN(C([O-])=O)CCCCCCC)N(C([O-])=O)CCCCCCC